tert-butyl 4-(3-(((2-(2,6-dioxopiperidin-3-yl)-1,3-dioxoisoindolin-4-yl)amino)methyl)-1H-pyrazol-1-yl)piperidine-1-carboxylate O=C1NC(CCC1N1C(C2=CC=CC(=C2C1=O)NCC1=NN(C=C1)C1CCN(CC1)C(=O)OC(C)(C)C)=O)=O